4-chloro-5,6,7,8-tetrahydroquinolin-8-ol ClC1=CC=NC=2C(CCCC12)O